2-[[1-(3-chloro-4-pyridyl)cyclopropanecarbonyl]amino]-4-[[3-fluoro-2-methoxy-propyl]-[4-(5,6,7,8-tetrahydro-1,8-naphthyridin-2-yl)butyl]amino]butanoic acid ClC=1C=NC=CC1C1(CC1)C(=O)NC(C(=O)O)CCN(CCCCC1=NC=2NCCCC2C=C1)CC(CF)OC